CC(C)CCC1=CC=CC=C1 2-methyl-4-phenylbutane